1-benzyl 2-methyl (2S,3R,4S)-4-[(tert-butyldimethylsilyl) oxy]-3-ethylpyrrolidine-1,2-dicarboxylate [Si](C)(C)(C(C)(C)C)O[C@H]1[C@@H]([C@H](N(C1)C(=O)OCC1=CC=CC=C1)C(=O)OC)CC